C(COCC(=O)[O-])(=O)[O-].[Zn+2] zinc diglycolate